FC1(C2CC1C2)F 2,2-difluorobicyclo[1.1.1]pentan